2,2-bis[4-(2-hydroxy-3-ethylpropyloxy)phenyl]propane OC(COC1=CC=C(C=C1)C(C)(C)C1=CC=C(C=C1)OCC(CCC)O)CCC